BrC1=CC=C(C=C1)N1C=C(C(=C1)C1=CC=C(C=C1)F)C1OCC(N1CCC1=CC=C(C=C1)NC(C)=O)=O N-(4-(2-(2-(1-(4-bromophenyl)-4-(4-fluorophenyl)-1H-pyrrol-3-yl)-4-oxooxazolidin-3-yl)ethyl)phenyl)acetamide